trichloroPhosphorus oxide ClP(Cl)(Cl)=O